COC(C(COC1=C(N=C2N1C=C(N=C2SC2=CC=CC=C2)C2=CC=CC=C2)CC=2OC=CC2)(C)C)=O ((2-(furan-2-ylmethyl)-6-phenyl-8-(phenylsulfanyl)imidazo[1,2-a]pyrazin-3-yl)oxy)pivalic acid methyl ester